5-amino-N-((1S,4S)-7-bromo-1-methylisochroman-4-yl)-N-methyl-6,8-dihydro-1H-furo[3,4-d]pyrrolo[3,2-b]pyridine-2-carboxamide NC1=C2C(=C3C(=N1)C=C(N3)C(=O)N(C)[C@@H]3CO[C@H](C1=CC(=CC=C31)Br)C)COC2